2-allyl-1-(6-(2-hydroxypropan-2-yl)pyridin-2-yl)-6-((1-methyl-1H-indazol-5-yl)amino)-1,2-dihydro-3H-pyrazolo[3,4-d]pyrimidin-3-one C(C=C)N1N(C2=NC(=NC=C2C1=O)NC=1C=C2C=NN(C2=CC1)C)C1=NC(=CC=C1)C(C)(C)O